7-Bromo-8-isopropoxy-N-(2-((methylsulfinyl)methyl)-6-(trifluoromethyl)pyridin-4-yl)quinazolin-2-amine BrC1=CC=C2C=NC(=NC2=C1OC(C)C)NC1=CC(=NC(=C1)C(F)(F)F)CS(=O)C